O-methyl phosphorothioate P(OC)([O-])([O-])=S